2,6-dichloro-3-trifluoromethylpyridine ClC1=NC(=CC=C1C(F)(F)F)Cl